OC1=C(C=CC(=C1)C(F)(F)F)C1=NN=C(C2=CC(=CC=C12)P(C)C)N[C@H]1CN(CCC1)C (R)-(1-(2-hydroxy-4-(trifluoromethyl)phenyl)-4-((1-methylpiperidin-3-yl)amino)phthalazin-6-yl)dimethylphosphine